N[C@@H]1[C@@H](OCC12CCN(CC2)C=2N=CC(=NC2)SC2=C(C(=NC=C2)N2CC(C2)C(C)(C)O)F)C 2-(1-(4-(5-((3s,4s)-4-amino-3-methyl-2-oxa-8-azaspiro[4.5]decan-8-yl)pyrazin-2-ylsulfanyl)-3-fluoropyridin-2-yl)azetidin-3-yl)propan-2-ol